4,4'-((propane-1,3-diylbis(oxy))bis(5-methoxybenzo[b]selenophen-6,2-diyl))bis(2-methyl-4-oxobutanoic acid) C(CCOC=1C(=CC2=C([Se]C(=C2)C(CC(C(=O)O)C)=O)C1)OC)OC=1C(=CC2=C([Se]C(=C2)C(CC(C(=O)O)C)=O)C1)OC